O=C1OCCCN1C1=CC=C(C(=O)NC2=CC(=CC=C2)C#CC2=NC=CC=C2)C=C1 4-(2-OXO-1,3-OXAZINAN-3-YL)-N-(3-(PYRIDIN-2-YLETHYNYL)PHENYL)BENZAMIDE